7-(benzo[b]thiophene-3-carboxamido)-2-(4-methoxybenzyl)-N-methyl-3-oxo-1-(o-tolyl)isoindoline-5-carboxamide S1C2=C(C(=C1)C(=O)NC=1C=C(C=C3C(N(C(C13)C1=C(C=CC=C1)C)CC1=CC=C(C=C1)OC)=O)C(=O)NC)C=CC=C2